ClC1=C(OC2=NC=C(C(=C2)S(=O)(=O)NC2CC(C2)O)O)C(=CC(=C1)N1N=C(C(NC1=O)=O)C(F)F)Cl 2-(2,6-dichloro-4-(6-(difluoromethyl)-3,5-dioxo-4,5-dihydro-1,2,4-triazin-2(3H)-yl)phenoxy)-5-hydroxy-N-((1s,3s)-3-hydroxycyclobutyl)pyridine-4-sulfonamide